propane-1-sulfonic acid [3-(5-bromo-1H-pyrazolo[3,4-b]pyridine-3-carbonyl)-2,4-difluorophenyl]amide BrC=1C=C2C(=NC1)NN=C2C(=O)C=2C(=C(C=CC2F)NS(=O)(=O)CCC)F